BrC=1C=C2C(=CNC2=CC1)C=1SC=C(N1)C(=O)N/N=C/C1=CC=C(C=C1)C(F)(F)F (E)-2-(5-bromo-1H-indol-3-yl)-N'-(4-trifluoromethyl-benzylidene)thiazole-4-carbohydrazide